3-methoxy-6-(methoxymethyl)pyridazine COC=1N=NC(=CC1)COC